2-(5-bromo-2-chlorophenyl)-6-fluoro-1-methyl-1H-benzo[d]imidazole BrC=1C=CC(=C(C1)C1=NC2=C(N1C)C=C(C=C2)F)Cl